7-fluoro-2-oxoindoline-4-carboxamide FC1=CC=C(C=2CC(NC12)=O)C(=O)N